3-(6-formyl-1-(1-(thiazol-2-yl)piperidin-4-yl)-1H-indol-3-yl)benzonitrile C(=O)C1=CC=C2C(=CN(C2=C1)C1CCN(CC1)C=1SC=CN1)C=1C=C(C#N)C=CC1